((2R,3R,4S,5R,6R)-3,5-dihydroxy-2-(hydroxymethyl)-4-(4-(3,4,5-trifluorophenyl)-1H-1,2,3-triazol-1-yl)-1-oxa-8-azaspiro[5.5]undecan-8-yl)(naphthalen-1-yl)methanone O[C@H]1[C@H](O[C@@]2([C@@H]([C@H]1N1N=NC(=C1)C1=CC(=C(C(=C1)F)F)F)O)CN(CCC2)C(=O)C2=CC=CC1=CC=CC=C21)CO